C1(CC1)NC1CN(CC1)C1=NC=C(C=N1)C(=O)NC=1N=C(C=2N(C1)C=C(N2)C)C 2-(3-(cyclopropylamino)pyrrolidin-1-yl)-N-(2,8-dimethylimidazo[1,2-a]pyrazin-6-yl)pyrimidine-5-carboxamide